FC=1C=C2C(N(C=NC2=CC1)CC1(CCN(CC12CCCC2)C(=O)N2[C@@H](CN(CC2)C(=O)OC(C)(C)C)C2=CC=CC=C2)O)=O tert-butyl (3R)-4-(10-((6-fluoro-4-oxoquinazolin-3(4H)-yl)methyl)-10-hydroxy-7-azaspiro[4.5]decane-7-carbonyl)-3-phenylpiperazine-1-carboxylate